ClC=1C=C(C=CC1CCN[C@H](C1=CC=CC=C1)[C@@H]1NC2=C(C=CC=C2NC1)C#N)[C@@H](C(=O)O)C |o1:29| (S or R)-2-(3-chloro-4-(2-(((R)-((R)-8-cyano-1,2,3,4-tetrahydroquinoxalin-2-yl)(phenyl)methyl)amino)ethyl)phenyl)propanoic acid